2-(2,2-dimethyl-1,3-dioxolan-4-yl)pyridin-4-amine CC1(OCC(O1)C1=NC=CC(=C1)N)C